OC(CC)(CCCC(CC[C@H](CC[C@@H](CCC)C)C)(C)O)C (5S,8R,9S,10S,13R,14S,17R)-3,7-dihydroxy-3,7,10,13-tetramethylhexadecane